ClC=1C=C(C=CC1)N1N=CC2=CC(=CC=C12)C(=O)N1CCCCC1 (1-(3-chlorophenyl)-1H-indazol-5-yl)(piperidin-1-yl)methanone